FC=1C=C(NC2=CC=C(C=C2)C2=NOC(C2)(O)C(F)(F)F)C=CC1 3-[4-(3-fluoroanilino)phenyl]-5-(trifluoromethyl)-4,5-dihydro-1,2-oxazol-5-ol